BrC1=CC=C(C=C1)S(=NC(OC(C)(C)C)=O)(=O)C(C)C tert-Butyl N-[(4-bromophenyl)-isopropyl-oxo-λ6-sulfanylidene]carbamate